piperidine-3-Formamide N1CC(CCC1)C(=O)N